COC=1C=C(C=CC1OC)[C@@]12CCN([C@H]2C[C@H](CC1)O)C (3aS,6S,7aS)-3a-(3,4-dimethoxyphenyl)-1-methyloctahydro-1H-indol-6-ol